NC1=C2N=C(N(C2=NC(=N1)NCCCCC)CC1=CC=C(C=C1)CNCCN1CCNCC1)O 6-amino-2-(pentylamino)-9-(4-(((2-(piperazin-1-yl)ethyl)amino)methyl)-benzyl)-9H-purin-8-ol